ClC1=CC(=C(C(=C1)C)NC(=O)C1=CC(=NN1C1=NC=CC=C1Cl)OCF)C(=O)NC(C)(C)C N-[4-Chloro-2-[[(1,1-dimethylethyl)amino]carbonyl]-6-methyl-phenyl]-1-(3-chloro-2-pyridinyl)-3-(fluoromethoxy)-1H-pyrazole-5-carboxamide